C(C)(C)(C)OC(N[C@@H]([C@@H](C)OC(C)(C)C)C1=NOC(=N1)C1=C(C(=CC=C1)NC1=C(N=NC(=C1)NC(=O)C1CC1)C(NC([2H])([2H])[2H])=O)OC)=O N-[(1R,2R)-2-(tert-butoxy)-1-{5-[3-({6-cyclopropanecarboxamido-3-[(2H3)methylcarbamoyl]pyridazin-4-yl}amino)-2-methoxyphenyl]-1,2,4-oxadiazol-3-yl}propyl]carbamic acid tert-butyl ester